2-(4-((1R,5S)-3,8-diazabicyclo[3.2.1]octan-3-yl)-6-chloro-2-(4-(dimethylamino)phenethyl)-8-fluoroquinazolin-7-yl)-3-fluorophenol [C@H]12CN(C[C@H](CC1)N2)C2=NC(=NC1=C(C(=C(C=C21)Cl)C2=C(C=CC=C2F)O)F)CCC2=CC=C(C=C2)N(C)C